[C].BrC(C(=O)Br)(C)C 2-bromo-isobutyryl bromide carbon